methyl laurylhydroxypropionate C(CCCCCCCCCCC)C(C(=O)OC)(C)O